2-(1-cyanopyrrolidin-3-ylidene)-N-(quinolin-3-yl)acetamide C(#N)N1CC(CC1)=CC(=O)NC=1C=NC2=CC=CC=C2C1